2-(2-methyl-5-(tetradecylthio)-1H-pyrrol-1-yl)pyridine CC=1N(C(=CC1)SCCCCCCCCCCCCCC)C1=NC=CC=C1